FC1=C(C(=CC=C1)C)S(=O)(=O)NC=1C(=NC=C(C1)C=1C=CC=2N=CN=C(C2N1)N1CCN(CC1)C(\C=C\C(C)=O)=O)OC (E)-2-fluoro-N-(2-methoxy-5-(4-(4-(4-oxopent-2-enoyl)piperazin-1-yl)pyrido[3,2-d]pyrimidin-6-yl)pyridin-3-yl)-6-methyl-benzene-sulfonamide